2,3,4,5-hexantetraol CC(C(C(C(C)O)O)O)O